7-(4-(4-(1H-1,2,4-triazol-1-yl)benzyl)piperazin-1-yl)-1-cyclopropyl-6-fluoro-4-oxo-1,4-dihydroquinoline-3-carboxylic acid N1(N=CN=C1)C1=CC=C(CN2CCN(CC2)C2=C(C=C3C(C(=CN(C3=C2)C2CC2)C(=O)O)=O)F)C=C1